BrC1=CN=C2N1C=C(C=C2)SC2COC2 3-bromo-6-(oxetan-3-ylsulfanyl)-imidazo[1,2-a]pyridine